tert-butyl (S)-(4-ethyl-8-fluoro-4-hydroxy-3,14-dioxo-3,4,12,14-tetrahydro-1H-pyrano[3',4':6,7]indolizino[1,2-b]quinolin-9-yl)carbamate C(C)[C@]1(C(OCC=2C(N3CC=4C(=NC=5C=C(C(=CC5C4)NC(OC(C)(C)C)=O)F)C3=CC21)=O)=O)O